ClC=1N=CC2=C(N1)C=NC(=C2)C2=C(C(=CC(=C2C(C)C)OC)OC)F 2-chloro-6-(2-fluoro-6-isopropyl-3,5-dimethoxyphenyl)pyrido[3,4-d]pyrimidine